(2-amino-6-methyl-phenyl)methanol NC1=C(C(=CC=C1)C)CO